3',3-dimethoxybenzidinediazonium COC=1C=C(C=2C(=C(C(N)=CC2)OC)[N+]#N)C=CC1N